CC1=C(C(=O)NC=2OC(=NN2)C)C=CC(=C1S(=O)(=O)C)C(F)(F)F 2-methyl-N-(5-methyl-1,3,4-oxadiazol-2-yl)-3-methylsulfonyl-4-(trifluoromethyl)benzamide